ClC(F)F Chlorodifluoro-methan